O=C1NC(CCC1N1C(N(C2=C1C=CC(=C2)CCCOCCOCCCC2=CC=C(C=C2)COC(CCCC(=O)N)C)C)=O)=O 5-([4-[3-(2-[3-[1-(2,6-dioxopiperidin-3-yl)-3-methyl-2-oxo-1,3-benzodiazol-5-yl]propoxy]ethoxy)propyl]phenyl]methoxy)hexanamide